C(CC(=O)C)(=O)OC\C=C(/C)\CCC=C(C)C Geranyl Acetoacetate